ClC1=C(C=C(C=C1)C1O[C@@H]([C@H]([C@@H]([C@H]1O)O)O)CO)CC1=CC=C(C=C1)OCCOC1CC1 (3R,4R,5S,6R)-2-(4-chloro-3-(4-(2-cyclopropoxyethoxy)benzyl)phenyl)-6-(hydroxymethyl)tetrahydro-2H-pyran-3,4,5-triol